C(C)(C)(C)NC/C=C/C(=O)NC1=C(C=C(C=C1F)C(=O)C1=CC=C2C(=CC=CN12)C1=CC2=C(N(C(=N2)C)C)C=C1C(F)(F)F)F (E)-4-(tert-butylamino)-N-(4-(8-(1,2-dimethyl-6-(trifluoromethyl)-1H-benzo[d]imidazol-5-yl)indolizine-3-carbonyl)-2,6-difluorophenyl)but-2-enamide